FC=1C(=C(OC2=NC=C(C(=C2C2=CC(C3=C(N2)CCCS3(=NC)=O)=O)C)C(F)(F)F)C=CC1F)C 6-(2-(3,4-difluoro-2-methylphenoxy)-4-methyl-5-(trifluoromethyl)pyridin-3-yl)-1-(methylimino)-1,3,4,5-tetrahydro-1λ4-thiopyrano[3,2-b]pyridin-8(2H)-one 1-oxide